C(C)C=1C=C(C(=NC1C1CCN(CC1)C1CCN(CC1)C)OC)NC=1N=C(C2=C(N1)NC=C2)NC=2C(=C1N=CC=NC1=CC2)P(C)(C)=O (6-((2-((5-ethyl-2-methoxy-6-(1'-methyl-[1,4'-bipiperidin]-4-yl)pyridin-3-yl)amino)-7H-pyrrolo[2,3-d]pyrimidin-4-yl)amino)quinoxalin-5-yl)dimethyl-phosphine oxide